OC1=CC=C(C=C1)CNC(=O)C1=CC=NC=2N1N=C(C2C(=O)N)COC N7-[(4-hydroxyphenyl)methyl]-2-(methoxymethyl)pyrazolo[1,5-a]pyrimidine-3,7-dicarboxamide